C(C1=CC=CC=C1)OCC=1C(=NC=CC1)Cl ((benzyloxy)methyl)-2-chloropyridine